FC(C(=O)O)(F)F.NCC(CC1=CC=C(C=C1)F)(O)C 1-amino-3-(4-fluorophenyl)-2-methylpropan-2-ol 2,2,2-trifluoroacetate